CC=1C(=NC(=NC1)NC=1C=C2CC(N(C2=CC1)C)=O)NC=1C=CC2=C(NC(O2)=O)C1 5-(5-methyl-2-(1-methyl-2-oxoindolin-5-ylamino)pyrimidin-4-ylamino)benzo[d]oxazol-2(3H)-one